tert-butyl (4-(1-methyl-1H-pyrazol-4-yl)-2-((1S,2S)-2-(4-methylpyrimidin-2-yl)cyclopropyl)quinolin-7-yl)carbamate CN1N=CC(=C1)C1=CC(=NC2=CC(=CC=C12)NC(OC(C)(C)C)=O)[C@@H]1[C@H](C1)C1=NC=CC(=N1)C